NC1=NC=CC(=C1)C=1C=C2C(=NNC2=C(C1)C#CC1CCOCC1)N 5-(2-Aminopyridin-4-yl)-7-((tetrahydro-2H-pyran-4-yl)ethynyl)-1H-indazol-3-amine